FC(OCCNC1=NC(N(C2=CC(=CC=C12)C(F)(F)F)C1=CC=CC=C1)=O)F 4-((2-(difluoromethoxy)ethyl)amino)-1-phenyl-7-(trifluoromethyl)quinazolin-2(1H)-one